methyl-sulfonate distearate C(CCCCCCCCCCCCCCCCC)(=O)O.C(CCCCCCCCCCCCCCCCC)(=O)O.CS(=O)(=O)O